ethyl 3-[methyl-[6-[3-(6-methyl-2-pyridyl)-1H-pyrazol-4-yl]-1,5-naphthyridin-3-yl]amino]propanoate CN(CCC(=O)OCC)C=1C=NC2=CC=C(N=C2C1)C=1C(=NNC1)C1=NC(=CC=C1)C